Cl.CC1(OB(OC1(C)C)C1=CC=C(O[C@@H]2CNCC2)C=C1)C (3S)-3-[4-(4,4,5,5-tetramethyl-1,3,2-dioxaborolan-2-yl)phenoxy]pyrrolidine, Hydrochloride